C(C1=CC=CC=C1)N1CCN(CCN(CC1)CC=1C(=C(C=C(C1)C)NC(C(CO)O)=O)O)CC=1C(=C(C=C(C1)C)NC(C(CO)O)=O)O N,N'-{(7-benzyl-1,4,7-triazonane-1,4-diyl)bis[methylene(2-hydroxy-5-methyl-3,1-phenylene)]}bis(2,3-dihydroxypropanamide)